carbamic acid butyl ester C(CCC)OC(N)=O